FC1=CC(=CC(=C1)C=C)C 1-fluoro-3-methyl-5-vinyl-benzene